(1R,3S,4S)-3-[4-(5-{2-[ethyl(isopropyl)carbamoyl]-4-fluorophenyl}quinazolin-7-yl)-1,2,3,6-tetrahydropyridine-1-carbonyl]-2-azabicyclo[2.2.2]octane-2-carboxylic acid tert-butyl ester C(C)(C)(C)OC(=O)N1C2CCC([C@H]1C(=O)N1CCC(=CC1)C1=CC(=C3C=NC=NC3=C1)C1=C(C=C(C=C1)F)C(N(C(C)C)CC)=O)CC2